(R,E)-2-methyl-N-((3-methylisoxazolo[5,4-c]pyridin-5-yl)methylene)propane-2-sulfinamide CC(C)(C)[S@@](=O)/N=C/C=1C=C2C(=CN1)ON=C2C